FC(C1=C2C=C(N=NC2=CC(=C1)N1CC2(CN(C2)C(=O)OC(C)(C)C)C1)C1=C(C=CC=C1)OCOC)F tert-butyl 6-[5-(difluoromethyl)-3-[2-(methoxymethoxy)phenyl]cinnolin-7-yl]-2,6-diazaspiro[3.3]heptane-2-carboxylate